tert-butyl (S)-7-(1-((benzyloxy)carbonyl)-3,3-difluoropiperidin-4-yl)-2,7-diazaspiro[3.5]nonane-2-carboxylate C(C1=CC=CC=C1)OC(=O)N1CC([C@H](CC1)N1CCC2(CN(C2)C(=O)OC(C)(C)C)CC1)(F)F